disodium sebacoyl dilaurate C(CCCCCCCCCCC)(=O)OC(CCCCCCCCC(=O)OC(CCCCCCCCCCC)=O)=O.[Na].[Na]